ClC1=C(C=NN(C1=O)C1CCN(CC1)S(=O)(=O)N(C(F)F)C1=C(C=C(C=C1)C#N)F)NC[C@@H]1COCCS1(=O)=O (R)-4-(5-chloro-4-(((4,4-dioxido-1,4-oxathian-3-yl)methyl)amino)-6-oxopyridazin-1(6H)-yl)-N-(4-cyano-2-fluorophenyl)-N-(difluoromethyl)piperidine-1-sulfonamide